O\N=C(/N)\C1(CCN(CC1)C(=O)OC(C)(C)C)C(F)(F)F tert-butyl (Z)-4-(N'-hydroxycarbamimidoyl)-4-(trifluoromethyl)piperidine-1-carboxylate